(S)-7,7-difluoro-2-((4-((2-hydroxy-1-phenylethyl)amino)-5-(3-(pyridin-4-yl)-1,2,4-oxadiazol-5-yl)pyridin-2-yl)amino)-6,7-dihydro-5H-pyrrolo[3,4-b]pyridin-5-one FC1(NC(C=2C1=NC(=CC2)NC2=NC=C(C(=C2)N[C@H](CO)C2=CC=CC=C2)C2=NC(=NO2)C2=CC=NC=C2)=O)F